NC1=CC(=NC=2C=CN(C(C12)=O)CC1=CC=C(C=C1)OC)C1=C(C=C(C=C1)NC(=O)C1CCCCC1)F N-(4-(4-amino-6-(4-methoxybenzyl)-5-oxo-5,6-dihydro-1,6-naphthyridin-2-yl)-3-fluorophenyl)cyclohexanecarboxamide